ClC1=CC(=C(C=C1)N1CCC2(CN(C2)C(=O)OC(C)(C)C)CC1)F tert-butyl 7-(4-chloro-2-fluoro-phenyl)-2,7-diazaspiro[3.5]nonane-2-carboxylate